CN1CCC(CC1)N1N=CC(=C1)C=1C=C2C(=CC=NC2=CN1)NC1=CC=C(C=C1)NC(=O)C=1C(N(C=CC1)C1=CC=CC=C1)=O N-[4-[[6-[1-(1-methyl-4-piperidyl)pyrazol-4-yl]-1,7-naphthyridin-4-yl]amino]phenyl]-2-oxo-1-phenyl-pyridine-3-carboxamide